FC(S(=O)(=O)C=1C=C(C=CC1)C[C@@H]1CC2(CN(C2)C(=O)N2CC3(C2)NC(CC3)=O)CC1)(F)F 2-[(6R)-6-[[3-(trifluoromethylsulfonyl)phenyl]methyl]-2-azaspiro[3.4]octane-2-carbonyl]-2,5-diazaspiro[3.4]octan-6-one